[Na+].[Na+].[Na+].C(CC(O)(C(=O)[O-])CC(=O)[O-])(=O)[O-] Citrate Trisodium